CC1(CCCCC1)N 1-methyl-1-amino-cyclohexane